N(=[N+]=[N-])C(=C)C1=C(C=CC=C1)F 1-(1-azidovinyl)-2-fluorobenzene